CN1C=NC=C1CC(=O)O The molecule is an imidazolyl carboxylic acid that is acetic acid in which one of the methyl hydrogens is substituted by a 1-methylimidazol-5-yl group. It has a role as a metabolite.